octafluorocyclopentylmethanol FC1C(C(C(C1(CO)F)(F)F)(F)F)(F)F